heptadecan-9-yl 8-[(2-hydroxyethyl)({6-[(9-methyldecyl)oxy]-6-oxohexyl})amino]octanoate OCCN(CCCCCCCC(=O)OC(CCCCCCCC)CCCCCCCC)CCCCCC(=O)OCCCCCCCCC(C)C